2-amino-2-(4,4-difluorocyclohexyl)-N-(4-((1,4-dimethyl-1H-pyrazol-5-yl)methyl)pyridin-2-yl)acetamide NC(C(=O)NC1=NC=CC(=C1)CC1=C(C=NN1C)C)C1CCC(CC1)(F)F